ClC1=CC=C(C=N1)O[C@@H]1CC[C@H](CC1)NC(C(CCCOC1=CC=C(C=C1)F)(C)C)=O trans-N-(4-((6-chloropyridin-3-yl)oxy)cyclohexyl)-5-(4-fluorophenoxy)-2,2-dimethylpentanamide